[Ni+2].N=1N2C(=CC1C1C(CC1)C(=O)OCC1=CC=CC=C1)CCC2 benzyl 2-(5,6-dihydro-4H-pyrrolo[1,2-b]pyrazol-2-yl)cyclobutanecarboxylate Nickel(II)